(2R)-tetrahydropyranyl-oxy-1,4-butanediol O1[C@@H](CCCC1)OC(CCCO)O